CN1N=C(C(=C1)CC1CC12NCCC(C2)C(=O)N)C(F)(F)F ((1-methyl-3-(trifluoromethyl)-1H-pyrazol-4-yl)methyl)-4-azaspiro[2.5]octane-7-carboxamide